3-isopropoxy-5-((triisopropylsilyl)oxy)phenyl octadeca-9,12,15-trienoate C(CCCCCCCC=CCC=CCC=CCC)(=O)OC1=CC(=CC(=C1)O[Si](C(C)C)(C(C)C)C(C)C)OC(C)C